COC(CCCC(=O)NC=1N=CC2=C(C(=C(C=C2C1)C=1C=NC=C(C1C)N(C(=O)OC(C)(C)C)C(=O)OC(C)(C)C)F)Cl)=O 5-((6-(5-(bis(tert-butoxycarbonyl)amino)-4-methylpyridin-3-yl)-8-chloro-7-fluoroisoquinolin-3-yl)amino)-5-oxopentanoic acid methyl ester